C(C1=CC=CC=C1)OC1=CC=C(C=C1)N1C(N(C(NC1=O)=O)C1=CC=CC=C1)=O 1-[4-(benzyloxy)phenyl]-3-phenyl-1,3,5-triazinane-2,4,6-trione